C(C)C1=NC(=C2N1C=CN=C2N)C#C 3-Ethyl-1-ethynylimidazo[1,5-a]pyrazin-8-amine